C(C1=CC=CC=C1)OC1=C(C=C(C=C1)/C=C/C(=O)N1CCNCC1)OC (E)-3-(4-(benzyloxy)-3-methoxyphenyl)-1-(piperazin-1-yl)prop-2-en-1-one